Cl.BrC=1C=C(C(=N)N)C=CC1C 3-bromo-4-methylbenzamidine hydrochloride